dichlororibofuranosylbenzoimidazole ClC1=C(C2=C(N=C(N2)C2[C@H](O)[C@H](O)[C@H](O2)CO)C=C1)Cl